2-benzyl 1-(tert-butyl) (2S,4R)-4-fluoro-4-((((E)-8-methoxy-8-oxooct-2-en-1-yl)oxy) methyl)pyrrolidine-1,2-dicarboxylate F[C@@]1(C[C@H](N(C1)C(=O)OC(C)(C)C)C(=O)OCC1=CC=CC=C1)COC\C=C\CCCCC(=O)OC